1-(methoxymethyl)(8-methyl-3-(3-methyl-1,2,4-thiadiazol-5-yl)-1-propyl-5,6-dihydroimidazo[1,5-a]pyrazin-7(8H)-yl)methanone COCC(=O)N1C(C=2N(CC1)C(=NC2CCC)C2=NC(=NS2)C)C